Cl.C1S(CC12CCNCC2)=O 2-thia-7-azaspiro[3.5]nonane 2-oxide hydrochloride